(S)-N-(1-(4-(benzylsulfanyl)phenylamino)-1-oxo-3-phenylpropan-2-yl)-3-fluorobenzamide C(C1=CC=CC=C1)SC1=CC=C(C=C1)NC([C@H](CC1=CC=CC=C1)NC(C1=CC(=CC=C1)F)=O)=O